C(=O)(OCC1C2=CC=CC=C2C2=CC=CC=C12)NCCCC(=O)O 4-(Fmoc-amino)butyric acid